NC\C=C(\CN1C(=NC2=C1C=CC=C2C=2C=C(C=CC2)S(=O)(=O)NC)C(F)(F)F)/F (Z)-3-(1-(4-amino-2-fluorobut-2-en-1-yl)-2-(trifluoromethyl)-1H-benzo[d]imidazol-4-yl)-N-methylbenzenesulfonamide